Cl.Cl.ClC=1C=C(C(=C(C1)C1=NC=NN2C1=CC(=C2)CN2C(NC=CC2=O)=O)CC2CNC[C@@H](O2)C)C 3-((4-(5-chloro-3-methyl-2-(((6S)-6-methylmorpholin-2-yl)methyl)phenyl)pyrrolo[2,1-f][1,2,4]triazin-6-yl)methyl)pyrimidine-2,4(1H,3H)-dione dihydrochloride